Ethyl 9-(4-((2-(3-((2-methoxy-4-(methylcarbamoyl)phenyl)amino)prop-1-yn-1-yl)-1-(2,2,2-trifluoroethyl)-1H-indol-4-yl)amino)piperidin-1-yl)nonanoate COC1=C(C=CC(=C1)C(NC)=O)NCC#CC=1N(C2=CC=CC(=C2C1)NC1CCN(CC1)CCCCCCCCC(=O)OCC)CC(F)(F)F